(3,4-dihydroquinolin-1(2H)-yl)(5-pentylpyridin-2-yl)methanone hydrogen chloride Cl.N1(CCCC2=CC=CC=C12)C(=O)C1=NC=C(C=C1)CCCCC